BrCC1=CC=C(C=C1)C=1C(N(C=CC1)COC)=O 3-(4-(bromomethyl)phenyl)-1-(methoxymethyl)-pyridin-2(1H)-one